C(C1=CC=CC=C1)(C1=CC=CC=C1)NC1=NC=C(C=C1N)C1=CC=C(C=C1)OC N2-benzhydryl-5-(4-methoxyphenyl)pyridine-2,3-diamine